BrC1=C(C=NN1C)C#N 5-bromo-4-cyano-1-methylpyrazole